C(C)(C)(C)C1=CC=C(C(=O)C2=CC(=C(C=C2O)O)C(C2=CC=C(C=C2)C(C)(C)C)=O)C=C1 bis(4-tert-butylbenzoyl)resorcinol